3-(3-ethoxy-3-oxoprop-1-en-1-yl)-3-fluoroazetidine-1-carboxylic acid tert-butyl ester C(C)(C)(C)OC(=O)N1CC(C1)(F)C=CC(=O)OCC